4-(((3aR,5s,6aS)-2-(3,4-dichlorophenyl)octahydrocyclopenta[c]pyrrol-5-yl)oxy)-1H-1,2,3-triazole-5-carboxylic acid ClC=1C=C(C=CC1Cl)N1C[C@@H]2[C@H](C1)CC(C2)OC=2N=NNC2C(=O)O